N-((5-(3-fluorophenyl)thiophen-2-yl)methylene)-4-methylbenzenesulfinamide FC=1C=C(C=CC1)C1=CC=C(S1)C=NS(=O)C1=CC=C(C=C1)C